3-(6-(2-ethoxyphenoxy)benzo[d]thiazol-2-yl)-8-methoxy-2-thioxo-2,3-dihydro-4H-pyrido[2,3-e][1,3]oxazin-4-one C(C)OC1=C(OC2=CC3=C(N=C(S3)N3C(OC4=C(C3=O)N=CC=C4OC)=S)C=C2)C=CC=C1